C(CCCCCC)NC1=NC=C(C=N1)COC1=CC=C(C=C1)C=1C=C(C(NC1C(F)(F)F)=O)C(=O)N 5-(4-((2-(heptylamino)pyrimidin-5-yl)methoxy)phenyl)-2-oxo-6-(trifluoromethyl)-1,2-dihydropyridine-3-carboxamide